O1N=CCC1 Oxazolen